dl-2,4,6-tri-O-galloyl-D-glucose C(C1=CC(O)=C(O)C(O)=C1)(=O)O[C@@H](C=O)[C@@H](O)[C@H](OC(C1=CC(O)=C(O)C(O)=C1)=O)[C@H](O)COC(C1=CC(O)=C(O)C(O)=C1)=O